OCCS(=O)(=O)N1CCC2=CC(=C(C=C12)N1CCC2(CC2)CC1)C(=O)NC1=NN(C(C=C1)=O)C(C)C 1-((2-hydroxyethyl)sulfonyl)-N-(1-isopropyl-6-oxo-1,6-dihydropyridazin-3-yl)-6-(6-azaspiro[2.5]octan-6-yl)indoline-5-carboxamide